3-{benzyl [(2S)-3-(benzyloxy)-2-hydroxypropyl]amino}-2,2-dimethylpropyl methanesulfonate CS(=O)(=O)OCC(CN(C[C@@H](COCC1=CC=CC=C1)O)CC1=CC=CC=C1)(C)C